[Ca+2].CS(=O)(=O)C1=CC=C(C=C1)N[C@@H](CO)C(=O)[O-].CS(=O)(=O)C1=CC=C(C=C1)N[C@@H](CO)C(=O)[O-] (2S,3R)-p-methylsulfonylphenylserine calcium salt